The molecule is a 3-hydroxybutanoyl-CoA. It has a role as an Escherichia coli metabolite and a mouse metabolite. It derives from a (S)-3-hydroxybutyric acid. It is a conjugate acid of a (S)-3-hydroxybutanoyl-CoA(4-). C[C@@H](CC(=O)SCCNC(=O)CCNC(=O)[C@@H](C(C)(C)COP(=O)(O)OP(=O)(O)OC[C@@H]1[C@H]([C@H]([C@@H](O1)N2C=NC3=C(N=CN=C32)N)O)OP(=O)(O)O)O)O